C1(=CC=CC2=CC=CC=C12)S(=O)(=O)N1C2=C(SCC1)C(=CN=C2)C2=CC=C(C#N)C=C2 4-(4-(Naphthalen-1-ylsulfonyl)-3,4-dihydro-2H-pyrido[4,3-b][1,4]thiazin-8-yl)benzonitrile